ClC=1C=C(C=2N(N1)C=CN2)[C@@H]2[C@H](C2)C2=C(C=CC(=C2)F)F 6-chloro-8-[(1S,2S)-2-(2,5-difluorophenyl)cyclopropyl]imidazo[1,2-b]pyridazine